1-(2,3-dimethoxypropyl)pyrrolidine COC(CN1CCCC1)COC